COC(=O)C1(CCOCC1)C1=C(C=NC2=C(C=CC=C12)C1=C(C(=CC(=C1)F)F)F)C(=O)OCC Ethyl 4-(4-(methoxycarbonyl)-tetrahydro-2H-pyran-4-yl)-8-(2,3,5-trifluorophenyl)quinoline-3-carboxylate